ClC1=C(C(=CC=C1)Cl)S(=O)(=O)NC1=CC=C2CCCN(C2=C1)S(=O)(=O)C1=C(C(=O)O)C=CC=C1 2-((7-(2,6-dichlorophenyl-sulfonylamino)-3,4-dihydroquinolin-1(2H)-yl)sulfonyl)benzoic acid